FC=1C=C2N(CCN(C2=CC1)C(=O)NCC1CCN(CC1)C)C1=CC=C(C=C1)F 6-fluoro-4-(4-fluorophenyl)-N1-((1-methylpiperidin-4-yl)methyl)-3,4-dihydroquinoxaline-1(2H)-carboxamide